4-[(6-chloro-2-pyridinyl)oxymethyl]-3-iodo-benzonitrile ClC1=CC=CC(=N1)OCC1=C(C=C(C#N)C=C1)I